tert-butyl 7-[[2-[4-(4-chlorophenyl)-5-(4-pyridinyl) imidazol-1-yl] acetyl]-methyl-amino]-5-oxa-2-azaspiro[3.4]octane-2-carboxylate ClC1=CC=C(C=C1)C=1N=CN(C1C1=CC=NC=C1)CC(=O)N(C1COC2(CN(C2)C(=O)OC(C)(C)C)C1)C